S1C2=C(C(=C1)C1=CC=C3CN(C(C3=C1)=O)C(C(=O)NC(CC(=O)O)C(CF)=O)CC)C=CC=C2 3-(2-(6-(benzo[b]thiophen-3-yl)-1-oxoisoindolin-2-yl)butanamido)-5-fluoro-4-oxopentanoic acid